FC1=CC=2N(C=C1)C(=CN2)C2=C1CNC(C1=C(C=C2)NC2=NN(C(=C2)C2(CCOCC2)O)C)=O 4-(7-fluoro-imidazo[1,2-a]pyridin-3-yl)-7-((5-(4-hydroxytetra-hydro-2H-pyran-4-yl)-1-methyl-1H-pyrazol-3-yl)amino)isoindolin-1-one